ethyl 2-(2-(2-((tert-butoxycarbonyl)amino)-3-hydroxypropyl)-6,7-dichloro-3-(1-(tetrahydro-2H-pyran-2-yl)-1H-pyrazol-4-yl)-1H-indol-1-yl)acetate C(C)(C)(C)OC(=O)NC(CC=1N(C2=C(C(=CC=C2C1C=1C=NN(C1)C1OCCCC1)Cl)Cl)CC(=O)OCC)CO